[Ag].CC1=CC(=C2N=CC(=NC2=C1)COC1=CC=CC=C1)B1OC(C(O1)(C)C)(C)C 7-methyl-2-(phenoxymethyl)-5-(4,4,5,5-tetramethyl-1,3,2-dioxaborolan-2-yl)quinoxaline silver